tert-butyl (5S)-5-[(benzoyloxy)methyl]-2-hydroxy-3-methylpyrrolidine-1-carboxylate C(C1=CC=CC=C1)(=O)OC[C@@H]1CC(C(N1C(=O)OC(C)(C)C)O)C